C1(=CC=CC=C1)N(C1=CC=C(C=C1)CCC(=O)N)C1=CC=C(C=C1)CCCCCCCCCCCCCC 3-(4-(phenyl(4-tetradecylphenyl)amino)phenyl)propanamide